ClC1=CC=C(C=C1)C=1N=C2N(C=CC=C2)C1CN1CCN(CC1)C(=O)C1=NC(=CC=C1)OC(C)C (4-{[2-(4-chlorophenyl)imidazo[1,2-a]pyridin-3-yl]methyl}piperazin-1-yl)(6-isopropoxypyridin-2-yl)methanone